CC1=NOC(=C1NC(=O)O[C@H](C)C1=C(C=CC=C1)C)C1CC2(CN(C2)C2=CC=C(C=C2)OC(=O)C2CC2)C1 (4-{6-[3-methyl-4-({[(1R)-1-(2-methylphenyl)ethoxy] carbonyl}amino)-1,2-oxazol-5-yl]-2-azaspiro[3.3]heptan-2-yl}phenyl)cyclopropane-1-carboxylate